C1(CC1)C1=NC=C(C=C1N)F 2-Cyclopropyl-5-fluoropyridin-3-amine